[C-]1(C=CC=C1)\C(=C/C=1C=C(C=C(C1)OC)OC)\C1=CC=C(C=C1)OC.[CH-]1C=CC=C1.[Fe+2] (E)-5-(2-ferrocenyl-2-(4-methoxyphenyl)vinyl)-1,3-dimethoxybenzene